CC1(OCC2=C1C(=CC=C2)OC2=CC=C(C=N2)N2C(N[C@](C2=O)(C)CC)=O)C (5R)-3-{6-[(3,3-dimethyl-1,3-dihydro-2-benzofuran-4-yl)oxy]-3-pyridinyl}-5-ethyl-5-methyl-2,4-imidazolidinedione